O=C1NC(CCC1N1C(C2=CC=CC(=C2C1)SCCCCCCC(=O)N(C(C)C)C(C)C)=O)=O 7-((2-(2,6-dioxopiperidin-3-yl)-1-oxoisoindolin-4-yl)thio)-N,N-diisopropylheptanamide